C(#C)C=1C=C(C=CC1F)N1CCN(CC1)C(=O)OC(C)(C)C tert-butyl 4-(3-ethynyl-4-fluorophenyl)piperazin-1-carboxylate